OC1C(COC1)C 4-hydroxy-3-methyl-tetrahydrofuran